4-{2-[(2S)-2-(2-isopropoxyphenyl)pyrrolidin-1-yl]-7-azaspiro[3.5]nonan-7-yl}-N-{3-nitro-4-[(oxan-4-ylmethyl)amino]benzenesulfonyl}benzamide C(C)(C)OC1=C(C=CC=C1)[C@H]1N(CCC1)C1CC2(C1)CCN(CC2)C2=CC=C(C(=O)NS(=O)(=O)C1=CC(=C(C=C1)NCC1CCOCC1)[N+](=O)[O-])C=C2